C(#N)C(C(=O)OCC(COC(=O)C(=C(C1=CC=CC=C1)C1=CC=CC=C1)C#N)(COC(=O)C(=C(C1=CC=CC=C1)C1=CC=CC=C1)C#N)COC(=O)C(=C(C1=CC=CC=C1)C1=CC=CC=C1)C#N)=C(C1=CC=CC=C1)C1=CC=CC=C1 1,3-bis[(2-cyano-3,3-diphenylacryl)oxy]-2,2-bis[[(2-cyano-3,3-diphenylacryl)oxy]methyl]propane